3-(4-((1R,5S)-3,8-diazabicyclo[3.2.1]octan-3-yl)-8-fluoro-2-((2-fluorotetrahydro-1H-pyrrolizin-7a(5H)-yl)methoxy)pyrido[4,3-d]pyrimidin-7-yl)-4-isopropylphenol [C@H]12CN(C[C@H](CC1)N2)C=2C1=C(N=C(N2)OCC23CCCN3CC(C2)F)C(=C(N=C1)C=1C=C(C=CC1C(C)C)O)F